C(C)(C)(C)OC(N[C@@H](C)C(NC1=C(C=C(C=C1)Cl)N)=O)=O N-[(1S)-1-[(2-amino-4-chlorophenyl)carbamoyl]ethyl]carbamic acid tert-butyl ester